[Si](C)(C)(C(C)(C)C)OCC1=CC(=C(C(=C1)C)CO)F [4-[[tert-butyl(dimethyl)silyl]oxymethyl]-2-fluoro-6-methyl-phenyl]methanol